6-methylpyrazolo[1,5-a]pyrazin-2-carboxylic acid CC=1N=CC=2N(C1)N=C(C2)C(=O)O